5-(4-tert-butylphenyl)isobenzofuran-1,3-dione C(C)(C)(C)C1=CC=C(C=C1)C=1C=C2C(OC(C2=CC1)=O)=O